FC(F)(F)C1(OCCC1)C(=O)N (trifluoromethyl)tetrahydrofuran-2-carboxamide